(4-(trifluoromethyl)phenoxy)quinoline-7-carboxylic acid methyl ester COC(=O)C1=CC=C2C=CC(=NC2=C1)OC1=CC=C(C=C1)C(F)(F)F